C(#N)C=1C=CC(=C2C=CC=NC12)N1CC2(CC2(C1)C(F)(F)F)C(=O)N[C@H]1CN(CC1)C 3-(8-Cyanoquinolin-5-yl)-N-[(3R)-1-methylpyrrolidin-3-yl]-5-(trifluoromethyl)-3-azabicyclo[3.1.0]Hexane-1-carboxamide